CC1C=CC(C(C)C)=CC2=C(C)C=CC=12 Guaiazulen